COC(C)C1=C(C=C(C=C1)C)N1/C(/SCC1=O)=N/C(=O)NC1=C(C=C(C=C1)C1=NN(C=N1)C1=CC=C(C=C1)S(=O)(=O)C(F)(F)F)C (Z)-1-(3-(2-(1-methoxyethyl)-5-methylphenyl)-4-oxothiazolidin-2-ylidene)-3-(2-methyl-4-(1-(4-((trifluoromethyl)sulfonyl)phenyl)-1H-1,2,4-triazol-3-yl)phenyl)urea